O=C1N(CCC2=CC(=CC=C12)N1CCNCC1)C1C(NC(CC1)=O)=O 3-(1-oxo-6-(piperazin-1-yl)-3,4-dihydroisoquinolin-2(1H)-yl)piperidine-2,6-dione